3-fluoro-4-(1,2,3,6-tetrahydro-pyridin-4-yl)-N-[4-(1,2,3,6-tetrahydro-pyridin-4-yl)-3-trifluoromethoxy-phenyl]-benzamide FC=1C=C(C(=O)NC2=CC(=C(C=C2)C=2CCNCC2)OC(F)(F)F)C=CC1C=1CCNCC1